4-[(1R)-1-[[4-[[4-(trifluoromethyl)phenyl]methyl]pyrazolo[1,5-a]pyridine-3-carbonyl]amino]ethyl]benzoic acid FC(C1=CC=C(C=C1)CC=1C=2N(C=CC1)N=CC2C(=O)N[C@H](C)C2=CC=C(C(=O)O)C=C2)(F)F